Dicyclopentyl (tert-butoxycarbonyl)glycyl-L-valyl-D-glutamate C(C)(C)(C)OC(=O)NCC(=O)N[C@@H](C(C)C)C(=O)N[C@H](CCC(=O)OC1CCCC1)C(=O)OC1CCCC1